C(C)C1(C=CC=C(N1)C(=O)N)C(=O)NC 6-ethyl-N6-methylpyridine-2,6-dicarboxamide